C(C=C)(=O)OC1=CC=C(C=C1C(C)(C)CC)C(C)(C)CC 4,6-di-tert-pentylphenyl acrylate